2-Methyl-2-butenoic acid-6,7-dihydroxy-8-methyl-8-azabicyclo[3.2.1]oct-3-yl ester OC1C2CC(CC(C1O)N2C)OC(C(=CC)C)=O